FC1=CC(=CC=2C=COC21)B2OC(C(O2)(C)C)(C)C (7-fluorobenzofuran-5-yl)-4,4,5,5-tetramethyl-1,3,2-dioxaborolane